Ethyl [3-(3-bromophenyl)oxetan-3-yl]acetate BrC=1C=C(C=CC1)C1(COC1)CC(=O)OCC